C(C1=CC=CC=C1)N1N=NC(=C1C=1N=C2C=C(C=NC2=CC1)C(=O)OC)C1=C(C=CC(=C1)Cl)F methyl 6-[3-benzyl-5-(5-chloro-2-fluoro-phenyl)triazol-4-yl]-1,5-naphthyridine-3-carboxylate